2''-{(9,9-dimethyl-9H-fluoren-2-yl)-phenylamino}-1,1':4',1''-terphenyl CC1(C2=CC=CC=C2C=2C=CC(=CC12)N(C1=C(C=CC=C1)C1=CC=C(C=C1)C1=CC=CC=C1)C1=CC=CC=C1)C